5-acetyl-2-amino-4-(7-bromobenzo[b]thiophen-3-yl)-6-methyl-1,4-dihydropyridine-3-carboxylic acid methyl ester COC(=O)C1=C(NC(=C(C1C=1C2=C(SC1)C(=CC=C2)Br)C(C)=O)C)N